8-((2-chlorothiazol-5-yl)methyl)-2,4-dioxido-4,8-dihydropyrido[2,3-d]pyrimidine-3(2H)-carbonitrile ClC=1SC(=CN1)CN1C=CC=C2C1=NC(N(C2[O-])C#N)[O-]